CN1CCN(CC1)C[C@@H]1NC2=C(OC1)C=C(C=C2[N+](=O)[O-])S(=O)(=O)NC(=O)C2=NC=CC=C2 N-(((S)-3-((4-methylpiperazin-1-yl)methyl)-5-nitro-3,4-dihydro-2H-benzo[b][1,4]oxazin-7-yl)sulfonyl)pyridineamide